2-((3-methoxy-1-methyl-1H-pyrazol-5-yl)sulfonyl)-2,6-diazaspiro[3.3]heptane COC1=NN(C(=C1)S(=O)(=O)N1CC2(C1)CNC2)C